4-[1-(3,4-Difluoro-benzyl)-1H-[1,2,3]triazol-4-yl]-piperidine, dihydrochloride Cl.Cl.FC=1C=C(CN2N=NC(=C2)C2CCNCC2)C=CC1F